CNC1=CC=C(C=CC2N(C3=CC=CC=C3C=C2)C)C=C1 2-(4-methylaminostyryl)-1-methylquinoline